C[C@H]1N([C@H](CN(C1)C1=NC=C(C=N1)C(F)(F)F)C)C(=O)NC1CC2(CN(C2)CC2=CC=C(C(=O)OC)C=C2)C1 methyl 4-[(6-{[(2R,6S)-2,6-dimethyl-4-[5-(trifluoromethyl)pyrimidin-2-yl]piperazine-1-carbonyl]amino}-2-azaspiro[3.3]heptan-2-yl)methyl]benzoate